(4-(7H-pyrrolo[2,3-d]pyrimidin-4-yl)-3,4-dihydro-2H-1,4-thiazin-6-yl)((3S,4S)-3-amino-4-methoxypiperidin-1-yl)methanone hydrochloride Cl.N1=CN=C(C2=C1NC=C2)N2CCSC(=C2)C(=O)N2C[C@@H]([C@H](CC2)OC)N